FC1=C(C=CC=C1CC=1C(OC2=CC(=CC=C2C1C)OC1=NC=CC=C1F)=O)CS(=O)(=O)Cl [2-fluoro-3-[[7-[(3-fluoro-2-pyridyl)oxy]-4-methyl-2-oxo-chromen-3-yl]methyl]phenyl]methanesulfonyl chloride